(1-(tert-butyl)-3-(3-hydroxycyclobutyl)-1H-pyrazol-5-yl) carbamate C(N)(OC1=CC(=NN1C(C)(C)C)C1CC(C1)O)=O